tetrafluoropropyloxypropyltrimethoxysilane FC(CC(F)(F)F)OCCC[Si](OC)(OC)OC